(1s,4s)-4-((2-((2-(1-(Cyclopropylsulfonyl)-1H-pyrazol-4-yl)pyrimidin-4-yl)amino)-5-(1-(difluoromethyl)-1H-pyrazol-3-yl)pyridin-4-yl)amino)-1-(difluoromethyl)cyclohexan-1-ol C1(CC1)S(=O)(=O)N1N=CC(=C1)C1=NC=CC(=N1)NC1=NC=C(C(=C1)NC1CCC(CC1)(O)C(F)F)C1=NN(C=C1)C(F)F